BrC=1C(=CC=2C3=C(C(=NC2C1F)Cl)N=CN3[C@@H]3C[C@H](N(CC3)C(=O)OC(C)(C)C)CC(=O)OC(C)(C)C)Cl tert-butyl (2S,4S)-4-(7-bromo-4,8-dichloro-6-fluoro-1H-imidazo[4,5-c]quinolin-1-yl)-2-(2-(tert-butoxy)-2-oxoethyl)piperidine-1-carboxylate